4-bromo-3,6-dimethoxypyridazine BrC1=C(N=NC(=C1)OC)OC